5-(((3-aminopropyl)amino)methyl)-N-(4-((4-(4-cyano-6-methylpyrimidin-2-yl)piperazin-1-yl)sulfonyl)phenyl)-2-(N-methylmethylsulfonamido)benzamide dihydrochloride Cl.Cl.NCCCNCC=1C=CC(=C(C(=O)NC2=CC=C(C=C2)S(=O)(=O)N2CCN(CC2)C2=NC(=CC(=N2)C#N)C)C1)N(S(=O)(=O)C)C